O1NC=C2C1=NN=C2 pyrazolo[4,3-d]isoxazole